ClC=1C=C2CC(C3(C2=CC1OCC)CCC(CC3)(C(=O)O)NC3=CC(=CC=C3)Cl)C[C@H](COC3=CC=NC=1CCC[C@H](C31)C)C 5'-chloro-4-(3-chloroanilino)-6'-ethoxy-2'-[(2R)-2-methyl-3-{[(5R)-5-methyl-5,6,7,8-tetrahydroquinolin-4-yl]oxy}propyl]-2',3'-dihydrospiro[cyclohexane-1,1'-indene]-4-carboxylic acid